O=C1NC(CCC1N1C(C2=CC=C(C=C2C1=O)C#CC1=CC=C(CN2CCN(CC2)C2=CC=C(C(=O)N3CCC(CC3)CCCCNC(\C=C\C=3C=NC=CC3)=O)C=C2)C=C1)=O)=O (E)-N-(4-(1-(4-(4-(4-((2-(2,6-dioxopiperidin-3-yl)-1,3-dioxoisoindolin-5-yl)ethynyl)benzyl)piperazin-1-yl)benzoyl)piperidin-4-yl)butyl)-3-(pyridin-3-yl)acrylamide